1,7-difluoronaphthalene FC1=CC=CC2=CC=C(C=C12)F